ClC=1C(=CC=2N=CN=C(C2N1)C=1C=NN(C1C1=CC=CC=C1)C([2H])([2H])[2H])OC 6-chloro-7-methoxy-4-(1-(methyl-d3)-5-phenyl-1H-pyrazol-4-yl)pyrido[3,2-d]pyrimidine